OC1=C(C=C(C(=O)OC(C=C)(CCC=C(C)C)C)C=C1)OC 3,7-dimethyl-1,6-octadien-3-yl 4-hydroxy-3-methoxybenzoate